(3S,6S,10aR)-8-methoxy-6-((S)-2-(methylamino)propanamido)-5-oxo-N-((R)-1,2,3,4-tetrahydronaphthalen-1-yl)decahydropyrrolo[1,2-a]azocine-3-carboxamide COC1CC[C@@H]2N(C([C@H](C1)NC([C@H](C)NC)=O)=O)[C@@H](CC2)C(=O)N[C@@H]2CCCC1=CC=CC=C21